1,3-bis(3-ureidopropyl)tetrahydroxydisiloxane N(C(=O)N)CCC[Si](O[Si](CCCNC(=O)N)(O)O)(O)O